N-(2-(6-(4-fluorophenylethoxy)-1H-indol-1-yl)ethyl)-1,3-dimethoxy-2-methylpropan-2-amine FC1=CC=C(C=C1)CCOC1=CC=C2C=CN(C2=C1)CCNC(COC)(COC)C